FC=1C(=CC=2C(N(C=3N(C2C1)[C@H]1[C@@H](N3)CCC1)C([2H])([2H])C=1C=NN(C1)C)=O)S(=O)(=O)NC1(CC1)C (7aS,10aR)-2-fluoro-6-((1-methyl-1H-pyrazol-4-yl)methyl-d2)-N-(1-methylcyclopropyl)-5-oxo-6,7a,8,9,10,10a-hexahydro-5H-cyclopenta[4,5]imidazo[1,2-a]quinazoline-3-sulfonamide